CC(C(=O)OCC(CC)(C1=CC(=CC=C1)C(F)(F)F)NC1=NC2=C(N1)C=CC=C2CN2C(OC=C2)=N)(C)C 2-({4-[(2-imino-2,3-dihydro-1,3-oxazol-3-yl)methyl]-1H-1,3-benzodiazol-2-yl}amino)-2-[3-(trifluoromethyl)phenyl]butyl 2,2-dimethylpropanoate